1-isopropyl-3-(4-methyl-1-(tetrahydro-2H-pyran-2-yl)-1H-pyrazol-5-yl)-1H-pyrazolo[3,4-d]pyrimidin-4-amine C(C)(C)N1N=C(C=2C1=NC=NC2N)C2=C(C=NN2C2OCCCC2)C